6,7-dimethoxy-1-p-methoxyphenyl-dihydroisoquinoline COC=1C=C2C=CNC(C2=CC1OC)C1=CC=C(C=C1)OC